C1(=CC=CC=C1)S(=O)(=O)NC=1C=C(C=CC1)CCC(CCCC1=C(C=CC=C1)CCC(=O)O)=O 3-[2-[6-[3-(benzenesulfonamido)phenyl]-4-oxohexyl]phenyl]propanoic acid